FC(C(=O)O)(F)F.N1=CN=CC=C1 pyrimidine trifluoroacetic acid Salt